3-(1-cyclopropyl-1H-pyrazol-4-yl)-N-((4-fluoro-1H-benzo[d]imidazol-2-yl)methyl)-6-(4-methylpiperazin-1-yl)imidazo[1,2-b]pyridazin-8-amine C1(CC1)N1N=CC(=C1)C1=CN=C2N1N=C(C=C2NCC2=NC1=C(N2)C=CC=C1F)N1CCN(CC1)C